F[C@@H]1[C@@H](C1)C(=O)NC=1N=C2N(C=C(C=C2)C2=CC3=C(N=CO3)C=C2C)C1 (1s,2s)-2-fluoro-N-(6-(5-methylbenzo[d]oxazol-6-yl)imidazo[1,2-a]pyridin-2-yl)cyclopropanecarboxamide